3-ethyl-4-methyl-2-(2-methylpyridin-4-yl)-5-(piperidin-4-yl)-1H-indole C(C)C1=C(NC2=CC=C(C(=C12)C)C1CCNCC1)C1=CC(=NC=C1)C